COC(C(CCC(=O)OC)(C=C)N=CC1=CC(=CC(=C1)C(F)(F)F)C(F)(F)F)=O dimethyl-2-((3,5-bis(trifluoromethyl) benzylidene) amino)-2-vinylglutarate